4-hydroxy-N-[[4-(hydroxymethyl)-1-[4-(trifluoromethoxy)phenyl]pyrazolo[3,4-b]pyridin-3-yl]methyl]but-2-ynamide OCC#CC(=O)NCC1=NN(C2=NC=CC(=C21)CO)C2=CC=C(C=C2)OC(F)(F)F